tert-butyl ((1r,3r)-3-(4-(2-(4-((6-(5-methyl-1,2,4-oxadiazol-3-yl) Pyridin-2-yl)oxy)phenyl)propan-2-yl)phenoxy)cyclobutyl)carbamate CC1=NC(=NO1)C1=CC=CC(=N1)OC1=CC=C(C=C1)C(C)(C)C1=CC=C(OC2CC(C2)NC(OC(C)(C)C)=O)C=C1